cis-tert-butyl N-(cyclopropylmethyl)-N-[3-[(6-(4-hydroxyphenyl)-1-(tetrahydro-2H-pyran-2-yl)-1H-indazol-4-yl)oxy] cyclobutyl]carbamate C1(CC1)CN(C(OC(C)(C)C)=O)[C@@H]1C[C@@H](C1)OC1=C2C=NN(C2=CC(=C1)C1=CC=C(C=C1)O)C1OCCCC1